5-[3-(4-chlorophenyl)-4-phenyl-4,5-dihydropyrazol-1-yl]-2-[(3,4-dimethoxyphenyl)methyl]-4H-1,2,4-triazol-3-one ClC1=CC=C(C=C1)C1=NN(CC1C1=CC=CC=C1)C=1NC(N(N1)CC1=CC(=C(C=C1)OC)OC)=O